C1=CC=C(C(=C1)NC(=O)NC2=C(C=C(C=C2)[N+](=O)[O-])O)Br N-(2-bromophenyl)-N'-(2-hydroxy-4-nitrophenyl)urea